(S)-2-(PENT-4-EN-2-YL)ISOINDOLINE-1,3-DIONE C[C@@H](CC=C)N1C(C2=CC=CC=C2C1=O)=O